O1CCN(CC1)C1=CC(=C2N=CC=NC2=C1)NC1CCC(CC1)NC(OC(C)(C)C)=O tert-butyl (4-((7-morpholinoquinoxalin-5-yl)amino)cyclohexyl)carbamate